C(C)(C)(C)OC(=O)N[C@H](CC1=C(C=2N=NC=C(C2S1)N(C(OC(C)(C)C)=O)CC1=CC=NC=C1)C)CC tert-butyl N-{6-[(2S)-2-[(tert-butoxycarbonyl)amino]butyl]-7-methylthieno[3,2-c]pyridazin-4-yl}-N-(pyridin-4-ylmethyl)carbamate